[Fe].[Si].[B] boron-silicon iron